4-hydroxy-3-carboxybenzophenone OC1=C(C=C(C(=O)C2=CC=CC=C2)C=C1)C(=O)O